C(#N)C1(CC1)C=1C=CC=2N(C1)C(=C(N2)NC(OC(C)(C)C)=O)S(=O)(=O)CC tert-butyl N-[6-(1-cyanocyclopropyl)-3-ethylsulfonyl-imidazo[1,2-a]pyridin-2-yl]carbamate